4-(azetidin-3-yl)-2-ethyl-6-methylbenzaldehyde N1CC(C1)C1=CC(=C(C=O)C(=C1)C)CC